(2-(1-(2-(methylamino)-5-nitrophenyl)-1H-imidazol-4-yl)-5-(trifluoromethyl)phenoxy)acetamide CNC1=C(C=C(C=C1)[N+](=O)[O-])N1C=NC(=C1)C1=C(OCC(=O)N)C=C(C=C1)C(F)(F)F